FC(C1(CC1)N1N=NC(=C1)\C(=N\S(=O)(=O)C(C)(C)C)\C1=C2C=CN(C(C2=CC=C1)=O)C)F (R,E)-N-{{1-[1-(difluoromethyl)cyclopropyl]-1H-1,2,3-triazol-4-yl}(2-methyl-1-oxo-1,2-dihydroisoquinolin-5-yl)methylene}-2-methylpropane-2-sulfonamide